O[C@H]1CC(N(C1)C)=O (4S)-4-Hydroxy-1-methyl-pyrrolidin-2-one